2-(difluoromethoxy)-7-methyl-5-(1-phenyl-1H-pyrazol-4-yl)quinoxaline FC(OC1=NC2=CC(=CC(=C2N=C1)C=1C=NN(C1)C1=CC=CC=C1)C)F